CC=1C=NC2=C(N=CC=C2C1)Cl 3-methyl-8-chloro-1,7-naphthyridine